BrC=1C(=C2N(C(CN(C2=O)CC2=CC=C(C=C2)OC)(C)C)C1COC)NC1=C(C(=CC=C1)F)F 7-bromo-8-(2,3-difluoroanilino)-6-(methoxymethyl)-2-[(4-methoxyphenyl)methyl]-4,4-dimethyl-3H-pyrrolo[1,2-a]pyrazin-1-one